ClC1=C(C=CC(=C1)C)C mono-chloro-para-xylene